C1=NC=C(C2=CC=CC=C12)N(C(=O)[C@H]1N(S(CC1)(=O)=O)C1=NC(=CC(=C1)C(F)(F)F)C)C (S)-N-(isoquinolin-4-yl)-N-methyl-2-(6-methyl-4-(trifluoromethyl)pyridin-2-yl)isothiazolidine-3-carboxamide 1,1-dioxide